C(C)OC=1C=C(C=2N(C1)N=C1C2C=NN1)C=1C=NC(=CC1)N1C2CN(C(C1)CC2)CC=2C=NC(=CC2)OC 6-Ethoxy-4-(6-(5-((6-methoxypyridin-3-yl)methyl)-2,5-diazabicyclo[2.2.2]octane-2-yl)pyridin-3-yl)-1H-pyrazolo[3',4':3,4]pyrazolo[1,5-a]pyridine